C(C)(C)(C)OC(=O)N1CCN(CC1)C1=CC=C(C=N1)CC(=O)O 2-(6-(4-(tert-butoxycarbonyl)piperazin-1-yl)pyridin-3-yl)acetic acid